C(CC)(=O)OCC(C)(C)O[C@@H](C)[C@H]1CC(CCC1)(C)C |r| (+-)-2-{(1s)-1-[(1r)-3,3-dimethylcyclohexyl] ethoxy}-2-methylpropyl propionate